N-p-toluenesulfonyl-2-(2-ethyl)ethynylaniline CC1=CC=C(C=C1)S(=O)(=O)N(C1=CC=CC=C1)C#CCC